3-trans-4-(2-hydroxyethyl)cyclohexyl-1,1-dimethylurea OCCC1CCC(CC1)NC(N(C)C)=O